(((5-chloropyridin-2-yl)methyl)amino)-5-(1,3-dimethyl-1H-pyrazol-4-yl)-4H-benzo[e][1,2,4]thiadiazine 1,1-dioxide ClC=1C=CC(=NC1)CNC1=NS(C2=C(N1)C(=CC=C2)C=2C(=NN(C2)C)C)(=O)=O